CN1N=NC2=C1C=CC(=C2C)[C@H](CC(=O)O)C2=CC(=C(C=C2)C)CN2CC(OC1=C(C2)C=C(C=C1)F)(C)C (R)-3-(1,4-Dimethyl-1H-benzo[d][1,2,3]triazol-5-yl)-3-(3-((7-fluoro-2,2-dimethyl-2,3-dihydrobenzo[f][1,4]oxazepin-4(5H)-yl)methyl)-4-methylphenyl)propanoic acid